N-(6-amino-5-ethylpyridin-3-yl)-2-((2R,5S)-5-methyl-2-(3-((1-methylpiperidin-4-yl)oxy)phenyl)piperidin-1-yl)-2-oxoacetamide NC1=C(C=C(C=N1)NC(C(=O)N1[C@H](CC[C@@H](C1)C)C1=CC(=CC=C1)OC1CCN(CC1)C)=O)CC